ClC=1C=C(C=CC1F)C=1C=CC(=NC1)N1CCN(CC1)C(=O)C1=CC=C2C=CC(NC2=C1)=O 7-(4-(5-(3-chloro-4-fluorophenyl)pyridin-2-yl)piperazine-1-carbonyl)quinolin-2(1H)-one